C(C)(C)(C)C1=NC(=NO1)C(=O)NCC1=C(C=C(C=C1)C1=NC=NN2C1=CC(=C2)CCN2CCC(CC2)N2N=C(C=C2)NC2C(NC(CC2)=O)=O)F 5-tert-butyl-N-[[4-[6-[2-[4-[3-[(2,6-dioxo-3-piperidyl)amino]pyrazol-1-yl]-1-piperidyl]ethyl]pyrrolo[2,1-f][1,2,4]triazin-4-yl]-2-fluoro-phenyl]methyl]-1,2,4-oxadiazole-3-carboxamide